4-phenyl-3-(3-(5-phenylthiophen-2-yl)acryloyl)oxazolidin-2-one C1(=CC=CC=C1)C1N(C(OC1)=O)C(C=CC=1SC(=CC1)C1=CC=CC=C1)=O